[Na+].O1C=2C(OCC1COCCC(S(=O)(=O)[O-])CC(C)C)=CSC2 3-[(2,3-dihydrothieno[3,4-b]-[1,4]dioxin-2-yl)methoxy]-1-isobutyl-1-propanesulfonic acid sodium salt